2-(2-methylvinyl)-2-n-octylethylene CC=CC(=C)CCCCCCCC